C(CCCC)(N)N.C(CCCCCCCCC(=O)O)(=O)O sebacic acid pentanediamine salt